FC(C)(C)C1=CC=NC(=C1)O 4-(2-fluoropropan-2-yl)-6-hydroxypyridin